ClC1=CC=C(C=C1)C=1C2=C(C(N(N1)CCC1=CC=CC=C1)=O)N=C(S2)C 7-(4-chlorophenyl)-2-methyl-5-phenethylthiazolo[4,5-d]pyridazin-4(5H)-one